methyl 2-[(3S)-pyrrolidin-3-yl]acetate trifluoroacetate FC(C(=O)O)(F)F.N1C[C@@H](CC1)CC(=O)OC